C(C)(C)(C)OC(CN1C(NC2=C1C=C(C=C2)C2CCN(CC2)C(=O)OC(C)(C)C)=O)=O tert-butyl 4-[3-(2-tert-butoxy-2-oxo-ethyl)-2-oxo-1H-benzimidazol-5-yl]piperidine-1-carboxylate